ClC=1C=C(C(=C(C1)O)C1=CC2=C(N=N1)N(C=C2)CC2CN(CCC2)C)C 5-Chloro-3-methyl-2-{7-[(1-methylpiperidin-3-yl)methyl]-7H-pyrrolo[2,3-c]pyridazin-3-yl}phenol